6-(2-([1,2,4]Triazolo[4,3-a]pyridin-3-yl)-4-chlorophenyl)isoindolin-1-one N=1N=C(N2C1C=CC=C2)C2=C(C=CC(=C2)Cl)C2=CC=C1CNC(C1=C2)=O